3-(2-(tosyloxy)ethoxy)propionic acid S(=O)(=O)(C1=CC=C(C)C=C1)OCCOCCC(=O)O